NC1=CC=C(NC2=CC=3[O+]=C4C=C(C=CC4=CC3C(C2)(C)C)N(CCCCCC(=O)O)CC)C=C1 6-[[6-(4-Aminoanilino)-8,8-dimethyl-7H-xanthene-10-ium-3-yl]-ethyl-amino]hexanoic acid